(R)-4-bromo-2-(3-(1-(4-methyl-4H-1,2,4-triazol-3-yl)propan-2-yl)phenyl)isoindolin-1-one BrC1=C2CN(C(C2=CC=C1)=O)C1=CC(=CC=C1)[C@@H](CC1=NN=CN1C)C